FC=1C=C(C=CC1F)N(C(=O)C1N(NC(C1)=O)C1=NC(=NC(=C1)C(F)(F)F)C)C N-(3,4-difluorophenyl)-N-methyl-2-(2-methyl-6-(trifluoromethyl)pyrimidin-4-yl)-5-oxopyrazolidine-3-carboxamide